6-methyl-5-(1-(prop-2-yn-1-yloxy)ethyl)indolizine-7-carboxylic acid CC1=C(N2C=CC=C2C=C1C(=O)O)C(C)OCC#C